COC1=CC=2N(C(C(=C(N2)C(F)(F)F)C=2C=NC(=NC2)OCC(C(F)(F)F)(F)F)=O)C=C1 8-methoxy-3-[2-(2,2,3,3,3-pentafluoropropoxy)pyrimidin-5-yl]-2-(trifluoromethyl)-4H-pyrido[1,2-a]pyrimidin-4-one